C(=O)(C=C)C(CS(=O)(=O)[O-])(C)C 2-acryl-2-methylpropanesulfonate